3-(5-(12-Aminododecyl)-3-methyl-2-oxo-2,3-dihydro-1H-benzo[d]imidazol-1-yl)piperidine-2,6-dione hydrochloride Cl.NCCCCCCCCCCCCC1=CC2=C(N(C(N2C)=O)C2C(NC(CC2)=O)=O)C=C1